CS(=O)(=O)N1CCC(CC1)C1=CC=C(C=C1)C1=CC=2C(=NC=CN2)C(=N1)NCC1CNCCO1 7-(4-(1-(methylsulfonyl)-piperidin-4-yl)phenyl)-N-(morpholin-2-ylmethyl)pyrido[3,4-B]pyrazin-5-amine